4-{3-(cyanomethyl)-3-[4-(7H-pyrrolo[2,3-d]pyrimidin-4-yl)-1H-pyrazol-1-yl]azetidin-1-yl}-N-(3,4-difluorophenyl)piperidine-1-carboxamide C(#N)CC1(CN(C1)C1CCN(CC1)C(=O)NC1=CC(=C(C=C1)F)F)N1N=CC(=C1)C=1C2=C(N=CN1)NC=C2